5-amino-8-(2,6-dimethyl-4-pyridyl)-7-phenyl-2-(2H-tetrazol-5-ylmethyl)-[1,2,4]triazolo[4,3-c]pyrimidin-3-one NC1=NC(=C(C=2N1C(N(N2)CC=2N=NNN2)=O)C2=CC(=NC(=C2)C)C)C2=CC=CC=C2